COC=1C=C(OC2=NC=CC=C2C2=CC=NC=C2)C=C(C1)N1N=CC=C1 2-(3-methoxy-5-(1H-pyrazol-1-yl)phenoxy)-3,4'-bipyridine